N1(C2=C(OCCC1)N=C1C(=C2)C=CN1)C1=C(C(=O)NS(=O)(=O)C2=CC(=C(C=C2)NC2CCN(CC2)C)[N+](=O)[O-])C=CC=C1 2-(3,4-dihydro-2H-pyrrolo[3',2':5,6]pyrido[2,3-b][1,4]oxazepin-1(7H)-yl)-N-((4-((1-methylpiperidin-4-yl)amino)-3-nitrophenyl)sulfonyl)benzamide